benzofuran O1C=CC2=C1C=CC=C2